COC1=C(C=NC(=C1)C(F)(F)F)[C@@H]1[C@@H](O[C@]([C@H]1C)(C(F)(F)F)C)C(=O)NC1=CC(=NC=C1)C(=O)N (2R,3R,4S,5R)-4-[[3-[4-methoxy-6-(trifluoromethyl)-3-pyridinyl]-4,5-dimethyl-5-(trifluoromethyl)tetrahydrofuran-2-carbonyl]amino]pyridine-2-carboxamide